2-(5-Bromo-2-nitrophenyl)-3-chloropyridine BrC=1C=CC(=C(C1)C1=NC=CC=C1Cl)[N+](=O)[O-]